N1C=CC=2C1=NC=C(C2)C(=O)N2CC1=C(CC2)C(=CS1)C(=O)NC1=CC(=CC=C1)C(F)(F)F 6-(1H-pyrrolo[2,3-b]pyridine-5-carbonyl)-N-(3-(trifluoromethyl)phenyl)-4,5,6,7-tetrahydrothieno[2,3-c]pyridine-3-carboxamide